LAURIC ACID C(CCCCCCCCCCC)(=O)O